CN(C1CN(C1)C1=NC=2CC(CCC2C(=N1)N1CC(N(CC1)C(C=CCOC)=O)CC#N)N1CCCC2=CC=C(C=C12)F)C 2-(4-(2-(3-(dimethylamino)azetidin-1-yl)-7-(7-fluoro-3,4-dihydroquinolin-1(2H)-yl)-5,6,7,8-tetrahydroquinazolin-4-yl)-1-(4-methoxybut-2-enoyl)piperazin-2-yl)acetonitrile